2,3,6,7-tetrahydroazepine-1-carboxylate N1(CCC=CCC1)C(=O)[O-]